1-(4,5,5-trimethyl-1,3-cyclopentadien-1-yl)-benzene CC1=CC=C(C1(C)C)C1=CC=CC=C1